2-(4-[[2-(trimethylsilyl)ethoxy]methyl]-14-oxa-2,4,10-triazatricyclo[7.5.0.0^[3,7]]-tetradec-1(9),2,5,7-Tetraen-10-yl)benzamide C[Si](CCOCN1C2=NC=3OCCCN(C3C=C2C=C1)C1=C(C(=O)N)C=CC=C1)(C)C